4-((2,5-dimethyl-4,5-dihydro-[1,2,4]triazolo[1,5-a]quinoxalin-6-yl)amino)-N-(methyl-d3)-6-(3-methylureido)pyridazine-3-carboxamide CC1=NN2C(CN(C3=C(C=CC=C23)NC2=C(N=NC(=C2)NC(=O)NC)C(=O)NC([2H])([2H])[2H])C)=N1